N4-[bicyclo[1.1.1]pentan-1-yl]-6-chloro-N4-methylpyridazine-3,4-diamine C12(CC(C1)C2)N(C2=C(N=NC(=C2)Cl)N)C